C(C)OC(=O)C=1NC2=CC=CC(=C2C1)N1C=NC(=C1)C1CC1 4-(4-cyclopropyl-1H-imidazol-1-yl)-1H-indole-2-carboxylic acid ethyl ester